Chlorocatechole ClC1=C(C(O)=CC=C1)O